N-((2-(methylsulfonyl)phenyl)(m-tolyl)methyl)-2-oxo-6-(trifluoromethyl)-1,2-dihydropyridine-3-carboxamide CS(=O)(=O)C1=C(C=CC=C1)C(NC(=O)C=1C(NC(=CC1)C(F)(F)F)=O)C=1C=C(C=CC1)C